CC=1C=CC=C2C(=CN=NC12)NC1=NC(=NC=C1)NC1=CC=C(C=C1)N1CCN(CC1)CCO 2-(4-(4-((4-((8-methylcinnolin-4-yl)amino)pyrimidin-2-yl)amino)phenyl)piperazin-1-yl)ethan-1-ol